2-[METHYL(2-METHYLPROP-2-EN-1-YL)AMINO]ACETIC ACID CN(CC(=O)O)CC(=C)C